FC([C@@H]1[C@H](C1)C=1C=2N(N=CC1)C=CC2)(F)F 4-((1S,2S)-2-(trifluoromethyl)cyclopropyl)pyrrolo[1,2-b]pyridazine